C(C)[Sn](CC=C)(CC)CC triethyl-allyl-tin